4-(4-(4-chloroquinolin-6-yl)phenyl)morpholine ClC1=CC=NC2=CC=C(C=C12)C1=CC=C(C=C1)N1CCOCC1